O=C1NC(CCC1N1C(C2=CC=CC(=C2C1)NCCCCCC(=O)N1CCN(CC1)C1=NC=C(C(=O)N2CCC(CC2)CCCCNC(\C=C\C=2C=NC=CC2)=O)C=C1)=O)=O (E)-N-(4-(1-(6-(4-(6-((2-(2,6-dioxopiperidin-3-yl)-1-oxoisoindoline-4-yl)amino)hexanoyl)piperazin-1-yl)nicotinoyl)piperidin-4-yl)butyl)-3-(pyridin-3-yl)acrylamide